phenyl-indandione C1(=CC=CC=C1)C1C(C(C2=CC=CC=C12)=O)=O